FC(C(=O)O)(C(F)(F)F)C(C(C(C(C(C(C(F)(F)F)(F)F)(F)F)(F)F)(F)F)(F)F)(F)F perfluoroheptylpropanoic acid